ClC1=C2C(=NC=C1)C=C(O2)C=2C=CC(N(C2)CC(C)(C)O)=O 5-(7-chlorofuro[3,2-b]pyridin-2-yl)-1-(2-hydroxy-2-methylpropyl)pyridin-2(1H)-one